7-((1-(6-(dimethylphosphoryl)pyridin-2-yl)-2-isopropyl-3-oxo-2,3-dihydro-1H-pyrazolo[3,4-d]pyrimidin-6-yl)amino)-3,4-dihydroisoquinoline-2(1H)-carboxylic acid tert-butyl ester C(C)(C)(C)OC(=O)N1CC2=CC(=CC=C2CC1)NC1=NC=C2C(=N1)N(N(C2=O)C(C)C)C2=NC(=CC=C2)P(=O)(C)C